Ethyl-Vinyl Acetat C(C)(=O)OC=CCC